7-chloro-1-methyl-2-oxo-quinoline-4-sulfonyl chloride ClC1=CC=C2C(=CC(N(C2=C1)C)=O)S(=O)(=O)Cl